N-[4-(4-cyano-1H-pyrazol-1-yl)-3-sulfamoylphenyl]-2-(2-fluorophenyl)acetamide C(#N)C=1C=NN(C1)C1=C(C=C(C=C1)NC(CC1=C(C=CC=C1)F)=O)S(N)(=O)=O